N-((1RS,3RS)-3-Acrylamidocyclohexyl)-4-oxo-5-(5-phenoxypyridin-2-yl)-4,5-dihydro-3H-1-thia-3,5,8-triazaacenaphthylene-2-carboxamide C(C=C)(=O)N[C@H]1C[C@@H](CCC1)NC(=O)C=1SC=2N=CC=C3N(C(NC1C23)=O)C2=NC=C(C=C2)OC2=CC=CC=C2 |r|